C(CN1C(=NC2=C1C=CC(=C2)C(N)=O)C2=C(C(=O)OC)C=CC(=C2)Br)N2C(=NC1=C2C=CC(=C1)C(N)=O)C1=C(C(=O)OC)C=CC(=C1)Br Dimethyl 2,2'-(ethane-1,2-diylbis(5-carbamoyl-1H-benzo[d]imidazole-1,2-diyl))bis(4-bromobenzoate)